(1-(4-cyclobutyl-5-(5-(difluoromethyl)-4H-1,2,4-triazol-3-yl)-2-methylbenzoyl)-4-fluoropiperidin-4-yl)benzonitrile C1(CCC1)C1=CC(=C(C(=O)N2CCC(CC2)(F)C2=C(C#N)C=CC=C2)C=C1C1=NN=C(N1)C(F)F)C